N1=CC(=CC=C1)C=CC(=O)NC(CNC(=O)C1=NC=CC=C1)CCC N-(2-(3-(pyridin-3-yl)acrylamido)pentyl)pyridinecarboxamide